8-glycolyl-7,8,9,10-tetrahydro-6,8,11-trihydroxy-1-methoxy-5,12-tetracene-dione hydrochloride Cl.C(CO)(=O)C1(CC=2C(=C3C(C=4C=CC=C(C4C(C3=C(C2CC1)O)=O)OC)=O)O)O